BrC1=CC=2N=C(N=C(C2N=C1)N[C@@](CO)(CCCC)C)Cl (R)-2-((7-bromo-2-chloropyrido[3,2-d]pyrimidin-4-yl)amino)-2-methylhexane-1-ol